NC1=NN=NN1CC(=O)O (5-AMINO-1H-TETRAZOL-1-YL)ACETIC ACID